6-(1-difluoromethyl-1H-pyrazol-4-yl)-4-(6-(8-(4-(methylsulfonyl)benzyl)-3,8-diazabicyclo[3.2.1]oct-3-yl)pyridin-3-yl)pyrazolo[1,5-a]pyridine-3-carbonitrile FC(N1N=CC(=C1)C=1C=C(C=2N(C1)N=CC2C#N)C=2C=NC(=CC2)N2CC1CCC(C2)N1CC1=CC=C(C=C1)S(=O)(=O)C)F